NC1CCC(C(C1)O)Cl 5-amino-2-chlorocyclohexane-1-ol